Ethyl (S)-1-benzyl-5-chloro-4-(2-((7,8-dimethoxy-5-methyl-4-oxo-2,3,4,5-tetrahydrobenzo[b][1,4]oxazepin-3-yl) amino) ethyl)-1H-pyrazole-3-carboxylate C(C1=CC=CC=C1)N1N=C(C(=C1Cl)CCN[C@@H]1C(N(C2=C(OC1)C=C(C(=C2)OC)OC)C)=O)C(=O)OCC